C(C1=CC=CC=C1)OCCCC1=NOC(=C1)CCO 2-[3-[3-(benzyloxy)propyl]-1,2-oxazol-5-yl]ethan-1-ol